1-[5-tert-butyl-2-p-tolyl-2H-pyrazol-3-yl]-3-[4-(pyridin-4-yl-carbonylamino)naphthalen-1-yl]-urea C(C)(C)(C)C=1C=C(N(N1)C1=CC=C(C=C1)C)NC(=O)NC1=CC=C(C2=CC=CC=C12)NC(=O)C1=CC=NC=C1